4,5-diamino-1-(β-hydroxyethyl)pyrazole NC=1C=NN(C1N)CCO